[4-(benzofuran-5-yl)-2,3-dihydro-1H-pyrrolo[2,3-c]pyridin-1-yl](2-Fluorophenyl)methanone O1C=CC2=C1C=CC(=C2)C2=C1C(=CN=C2)N(CC1)C(=O)C1=C(C=CC=C1)F